N-((R)-1-(4-(ethylsulfonyl)phenyl)-2-hydroxyethyl)-2-((2S,4S)-2-((trifluoromethoxy)methyl)-4-(4-(trifluoromethyl)phenoxy)pyrrolidin-1-yl)thiazole-5-carboxamide C(C)S(=O)(=O)C1=CC=C(C=C1)[C@H](CO)NC(=O)C1=CN=C(S1)N1[C@@H](C[C@@H](C1)OC1=CC=C(C=C1)C(F)(F)F)COC(F)(F)F